4-chloro-6-methyl-N-(5-silaspiro[4.5]decan-8-yl)-1H-pyrrolo[2,3-b]pyridine-2-carboxamide ClC1=C2C(=NC(=C1)C)NC(=C2)C(=O)NC2CC[Si]1(CCCC1)CC2